NC(CCN(C(OC(C)(C)C)=O)C)C tert-butyl (3-aminobutyl)(methyl)carbamate